C[Si](O[Si](O[Si](C)(C)C)(CC)C)(C)C 1,1,1,3,5,5,5-heptamethyl-3-ethyltrisiloxane